2-Bromo-6-((4-chloro-2-fluorobenzyl)oxy)pyridine BrC1=NC(=CC=C1)OCC1=C(C=C(C=C1)Cl)F